O=C1NC(CCC1N1C(N(C2=C1C=CC(=C2)CN2CCN(CC2)C2CCN(CC2)C(=O)OC(C)(C)C)C)=O)=O tert-butyl 4-[4-[[1-(2,6-dioxo-3-piperidyl)-3-methyl-2-oxo-benzimidazol-5-yl]methyl] piperazin-1-yl]piperidine-1-carboxylate